C(C=C)(=O)NC=1C=C(C=CC1)C=1C=C(C=C2C=NC=NC12)C1=CC(=C(C(=O)NC2=NC=CC(=C2)C#N)C=C1)F 4-(8-(3-acrylamidophenyl)quinazolin-6-yl)-N-(4-cyanopyridin-2-yl)-2-fluorobenzamide